C(C1=CC=CC=C1)C(C(=O)NC=1C=NC2=CC=CC=C2C1)(CC(C)C)C 2-benzyl-2,4-dimethyl-N-(3-quinolyl)pentanamide